(4-isocyanatophenyl)(methyl)-2-methylbenzene N(=C=O)C1=CC=C(C=C1)C=1C(=C(C=CC1)C)C